butyl 4-(4-fluorobenzoyl)piperidine-1-carboxylate FC1=CC=C(C(=O)C2CCN(CC2)C(=O)OCCCC)C=C1